OC1(C(=CC(O1)=O)C1=CC=C(C=C1)C)C 5-hydroxy-5-methyl-4-(p-tolyl)furan-2(5H)-one